1,3-dipropyloxy-2-methylenepropane C(CC)OCC(COCCC)=C